N1CCC(CC1)C1=CNC2=CC(=CC=C12)N1C(NC(CC1)=O)=O 1-(3-(Piperidin-4-yl)-1H-indol-6-yl)dihydropyrimidine-2,4(1H,3H)-dione